C(C=C)N(CCC1=CNC2=CC=C(C=C12)OC(CC)=O)CC=C propionic acid 3-(2-(diallylamino) ethyl)-1H-indol-5-yl ester